C1(CC1)N1N=C(C=C1)C=1C(=C2C(=NC(=NN2C1)C=1N(C=CN1)C)NC1=NC=CC(=C1)OCC)C 6-(1-Cyclopropyl-1H-pyrazol-3-yl)-N-(4-ethoxypyridin-2-yl)-5-methyl-2-(1-methyl-1H-imidazol-2-yl)pyrrolo[2,1-f][1,2,4]triazin-4-amine